Hexahydrofuro[2,3-b]furan-3-yl (8-amino-7-fluoro-6-(8-methyl-2,3-dihydro-1H-pyrido[2,3-b][1,4]oxazin-7-yl)isoquinolin-3-yl)carbamate NC=1C(=C(C=C2C=C(N=CC12)NC(OC1COC2OCCC21)=O)C2=C(C1=C(OCCN1)N=C2)C)F